4-CHLORO-1-METHYL-1H-PYRAZOLE-5-CARBALDEHYDE ClC=1C=NN(C1C=O)C